6-Chloro-3-[(1R)-1-[2-(1-isopropylpyrazol-4-yl)-3,6-dimethyl-4-oxo-chromen-8-yl]ethoxy]pyridine-2-sulfonamide ClC1=CC=C(C(=N1)S(=O)(=O)N)O[C@H](C)C=1C=C(C=C2C(C(=C(OC12)C=1C=NN(C1)C(C)C)C)=O)C